C(C)OCCNC1=C(C=C(C=C1)C1=NNC(OC1)=O)C(F)(F)F 5-{4-[(2-ethoxyethyl)amino]-3-(trifluoromethyl)phenyl}-3,6-dihydro-2H-1,3,4-oxadiazin-2-one